hydroxy ethylene oxide OC1CO1